methyl 4-allyloxy-3,5-dipropylbenzoate C(C=C)OC1=C(C=C(C(=O)OC)C=C1CCC)CCC